BrC=1C=C(C(=O)NCCC2CCCCC2)C=CC1 3-bromo-N-(2-cyclohexylethyl)benzamide